CN1N=CC(=C1)N(S(=O)(=O)N)C1NCOC1 (1-methyl-1H-pyrazol-4-yl)-N-(oxazolidin-4-yl)sulfamide